((methyl)(trimethylsilyl)-cyclopentadienyl)indium CC=1C(C=CC1)([Si](C)(C)C)[In]